C(C)O/C=C/C1=CC(=CC(=N1)NC(OC(C)(C)C)=O)C(F)(F)F tert-Butyl (E)-(6-(2-ethoxyvinyl)-4-(trifluoromethyl)pyridin-2-yl)carbamate